[O-]CC.C(C)[Sn+](CC)CC TRIETHYLTIN ETHOXIDE